OC1=C(C=C(C2=CC=CC=C12)O)O 4-hydroxy-1,3-dihydroxynaphthalene